CC(CC)OCCC[Si](OC)(OC)OC 3-(methylpropaneoxy)propyl-trimethoxysilane